benz-isothiazolinone S1(N=CC2=C1C=CC=C2)=O